1,3-bis(2-chloroethyl)-1-Nitrosourea ClCCN(C(=O)NCCCl)N=O